(1s,3s)-N1-(4-(3-isopropyl-2-methyl-2H-pyrazolo[3,4-b]pyridin-5-yl)pyrimidin-2-yl)cyclopentane-1,3-diamine HCl salt Cl.C(C)(C)C=1N(N=C2N=CC(=CC21)C2=NC(=NC=C2)N[C@@H]2C[C@H](CC2)N)C